CC1=CC=C(C=C1)NC(=O)NS(=O)(=O)NC1=CC=C(C=C1)CC N-(4-methylphenyl)-N'-[(4-ethylphenylamino)sulfonyl]urea